(3R,4R)-1-benzyl-3-methyl-6-oxa-1-azaspiro[3.4]octane-2,5-dione C(C1=CC=CC=C1)N1C([C@@H]([C@]12C(OCC2)=O)C)=O